N-(3-(benzo[d]oxazol-2-yl)phenyl)-2-(2-(trifluoromethyl)phenyl)acetamide trans-(S)-1-phenylethyl-2-aminospiro[3.3]heptane-6-carboxylate C1(=CC=CC=C1)[C@H](C)OC(=O)C1CC2(CC(C2)N)C1.O1C(=NC2=C1C=CC=C2)C=2C=C(C=CC2)NC(CC2=C(C=CC=C2)C(F)(F)F)=O